(3R,5S)-3-((3-(4-aminopyrido[3,2-d]pyrimidin-6-yl-2-d)phenyl)ethynyl)-3-hydroxy-1,5-dimethylpyrrolidin-2-one NC=1C2=C(N=C(N1)[2H])C=CC(=N2)C=2C=C(C=CC2)C#C[C@]2(C(N([C@H](C2)C)C)=O)O